FC=1C(=NC=C(C1)F)C=1C=C(C=CC1C)NC(=O)N1C2CCCC1C2 N-[3-(3,5-difluoropyridin-2-yl)-4-methylphenyl]-6-azabicyclo[3.1.1]heptane-6-carboxamide